C(C)N1C(CCCC1)CC 1,2-diethylpiperidine